2-[3-(2,2-dimethylpiperidin-4-yl)-3H-[1,2,3]triazolo[4,5-c]pyridazin-6-yl]-5-(1H-pyrazol-4-yl)phenol CC1(NCCC(C1)N1N=NC2=C1N=NC(=C2)C2=C(C=C(C=C2)C=2C=NNC2)O)C